racemic-4-[3-(6-chloroimidazo[1,2-a]pyridin-7-yl)-1,4-oxazepan-4-yl]-6-methyl-pyrimidin-2-amine ClC=1C(=CC=2N(C1)C=CN2)[C@@H]2COCCCN2C2=NC(=NC(=C2)C)N |r|